Ethyl 4-{[(1S)-2-hydroxy-1-(1H-indol-3-ylmethyl)ethyl]amino}-2-{[3-fluoro-4-(methylsulfonyl)phenyl]amino}pyrimidine-5-carboxylate OC[C@H](CC1=CNC2=CC=CC=C12)NC1=NC(=NC=C1C(=O)OCC)NC1=CC(=C(C=C1)S(=O)(=O)C)F